BrC1=NC(=CC=C1S(=O)(=O)CC)Cl 2-bromo-6-chloro-3-(ethylsulfonyl)pyridine